(R)-N-(4-(3-((5-chloro-4-(methylamino)pyrimidin-2-yl-6-d)amino)pyrrolidine-1-carbonyl)phenyl)acrylamide ClC=1C(=NC(=NC1[2H])N[C@H]1CN(CC1)C(=O)C1=CC=C(C=C1)NC(C=C)=O)NC